C(C1=CC=CC=C1)OC(=O)NCCCC[C@H](C)NC=1C(=[N+](C=CC1[N+](=O)[O-])[O-])Cl (S)-3-((6-(((benzyloxy)carbonyl)amino)hexan-2-yl)amino)-2-chloro-4-nitropyridine 1-oxide